(S)-(1-((3-((3-carbamoyl-6-cyclopropyl-5-ethylpyrazin-2-yl)amino)-5-methoxyphenylethyl)amino)-1-oxopropan-2-yl)(methyl)carbamic acid tert-butyl ester C(C)(C)(C)OC(N(C)[C@H](C(=O)NCCC1=CC(=CC(=C1)OC)NC1=NC(=C(N=C1C(N)=O)CC)C1CC1)C)=O